2-(pyrrolidin-1-yl)-N-(1-(3,4,5-trimethoxyphenyl)-1H-imidazol-4-yl)pyrido[3,2-d]pyrimidin-4-amine N1(CCCC1)C=1N=C(C2=C(N1)C=CC=N2)NC=2N=CN(C2)C2=CC(=C(C(=C2)OC)OC)OC